ClC=1C=C(C=CC1C(=O)OC)C1N(CCN(C1)CC(F)F)C(=O)OCC1=CC=CC=C1 Benzyl 2-(3-chloro-4-(methoxycarbonyl)phenyl)-4-(2,2-difluoroethyl)piperazine-1-carboxylate